C1(CC1)C=1C=NC(=NC1)N1CCN(CC1)C(CCOC[C@@H]1N(CCC1)C1=C(C(NN=C1)=O)C(F)(F)F)=O (R)-5-(2-((3-(4-(5-cyclopropylpyrimidin-2-yl)piperazin-1-yl)-3-oxopropoxy)methyl)pyrrolidin-1-yl)-4-(trifluoromethyl)pyridazin-3(2H)-one